C1(=CC=CC=C1)C(NC(=O)C=1C(NC(=CC1)C(F)(F)F)=O)C1=CC=C(C=C1)C N-(phenyl(p-tolyl)methyl)-2-oxo-6-(trifluoromethyl)-1,2-dihydropyridine-3-carboxamide